CC=1C(=C(C=CC1)OC1=C(C(=CC=C1)C)F)F Methyl-fluorophenylether